N-Ethyl-N-[(E)-(1-Hydroxy-3H-2,1-benzoxaborol-5-yl)methylenamino]-8-methoxy-quinazolin-4-amin C(C)N(C1=NC=NC2=C(C=CC=C12)OC)/N=C/C=1C=CC2=C(COB2O)C1